(2Z)-2-[(E)-3-(3,3-dimethyl-1-octadecylindol-1-ium-2-yl)prop-2-enylidene]-3,3-dimethyl-1-octadecylindole CC1(C(=[N+](C2=CC=CC=C12)CCCCCCCCCCCCCCCCCC)/C=C/C=C/1\N(C2=CC=CC=C2C1(C)C)CCCCCCCCCCCCCCCCCC)C